phenyl-2-(piperidin-1-yl)acetic acid hydrochloride Cl.C1(=CC=CC=C1)C(C(=O)O)N1CCCCC1